OC(=O)C(F)(F)F.CC1=CSC2=C1OCC(C2)N 3-methyl-6,7-dihydro-5H-thieno[3,2-b]pyran-6-amine TFA salt